C(C)N1N=C(C(=C1)C1=NC(=NC=C1)NC1=CC2=C(CN(CCO2)CCOC)C=C1)C=1C=NC=CC1 N-(4-(1-Ethyl-3-(pyridin-3-yl)-1H-pyrazol-4-yl)pyrimidin-2-yl)-4-(2-methoxyethyl)-2,3,4,5-tetrahydrobenzo[f][1,4]oxazepin-8-amine